ClC=1C(=C(C(=O)NC=2C=NC=[N+](C2)[O-])C(=CC1C(F)(F)F)OC1=CC=C(C=C1)OC(F)(F)F)F 5-(3-chloro-2-fluoro-6-(4-(trifluoromethoxy)phenoxy)-4-(trifluoromethyl)benzamido)pyrimidine 1-oxide